BrC1=CC=C(C(=O)NC2CCOCC2)C=C1 4-bromo-N-(tetrahydropyran-4-yl)benzamide